4-[(2',4'-dichloro-4-{[(1-methylazetidin-3-yl)oxy]carbonyl}-[1,1'-biphenyl]-3-yl)carbamoyl]-6-hydroxybenzene-1,3-dicarboxylic acid ClC1=C(C=CC(=C1)Cl)C1=CC(=C(C=C1)C(=O)OC1CN(C1)C)NC(=O)C1=C(C=C(C(=C1)O)C(=O)O)C(=O)O